sodium carboxyethyl-silanetriol salt C(=O)([O-])CC[Si](O)(O)O.[Na+]